CN1N=CC(=C1)N1N=C(C=C(C1=O)C(=O)NC(C(F)(F)F)CO)C1=CC=C(C=C1)C(F)(F)F 2-(1-methyl-1H-pyrazol-4-yl)-3-oxo-N-(1,1,1-trifluoro-3-hydroxypropan-2-yl)-6-[4-(trifluoromethyl)phenyl]-2,3-dihydropyridazine-4-carboxamide